(4R)-N-isopropyl-N-(3-methylphenyl)-1,3-thiazolidine-4-carboxamide trifluoroacetate FC(C(=O)O)(F)F.C(C)(C)N(C(=O)[C@H]1NCSC1)C1=CC(=CC=C1)C